C1(CC1)C=1C=C2C=C(N=NC2=C(C1)NC(OC(C)(C)C)=O)NC(=O)[C@H]1[C@H](C1)F tert-Butyl 6-cyclopropyl-3-(cis-2-fluorocyclopropanecarboxamido)cinnolin-8-ylcarbamate